ClC1=C(C=C(C=C1)F)C1=C2C(=C3CNC(C3=C1)=O)N=C(S2)C2=CC(=CC(=C2)C(F)(F)F)F (2-chloro-5-fluorophenyl)-2-(3-fluoro-5-(trifluoromethyl)phenyl)-7,8-dihydro-6H-thiazolo[4,5-e]isoindol-6-one